NC(C(=O)O)CCP(=O)(C)O 2-amino-4-(hydroxy(methyl)phosphinyl)-butyric acid